6-((hept-5-en-3-yl)oxy)-2-(methoxymethyl)tetrahydropyran-3,4,5-triol CCC(CC=CC)OC1C(C(C(C(O1)COC)O)O)O